C(=O)(OC(C)(C)C)N1CC=2N=C(N=CC2CC1)Cl 7-Boc-2-chloro-5,6,7,8-tetrahydropyrido[3,4-d]pyrimidine